[Br-].C(C)(C)(C)C=1C=C(C=C(C1)C(C)(C)C)C[N+]1=CC(=CC=C1)CC(=O)NNC(OC(C)(C)C)=O tert-butyl N-[[2-[1-[(3,5-ditert-butylphenyl)methyl]pyridin-1-ium-3-yl]acetyl]amino]carbamate bromide